2-((6,7-dihydro-4H-pyrano[4,3-d]thiazol-2-yl)amino)-N-(2-meth-oxyethyl)-1-methyl-1H-benzo[d]imidazole-5-carboxamide N1=C(SC2=C1CCOC2)NC2=NC1=C(N2C)C=CC(=C1)C(=O)NCCOC